CP(=O)(C)C1=C(C=CC=C1)NC1=NC(=NC=C1C(F)(F)F)NC1=C(C=C(C(=O)NOC)C=C1)OC(F)(F)F 4-((4-((2-(dimethylphosphoryl)phenyl)amino)-5-(trifluoromethyl)pyrimidin-2-yl)amino)-N-methoxy-3-(trifluoromethoxy)benzamide